CC=1C=C(C2=C(OCCO2)C1)N1CC(NCC1)C 7-Methyl-5-(3-methylpiperazin-1-yl)-2,3-dihydro-1,4-benzodioxine